(R)-(3-aminopiperidin-1-yl)(2-(1-(2,2-difluoroethyl)-1H-indol-2-yl)-3-methylimidazo[1,2-a]pyridin-7-yl)methanone trifluoroacetic acid salt FC(C(=O)O)(F)F.N[C@H]1CN(CCC1)C(=O)C1=CC=2N(C=C1)C(=C(N2)C=2N(C1=CC=CC=C1C2)CC(F)F)C